CS(=O)(=O)OC1(CCC(CC1)NC(=O)OC(C)(C)C)C 4-((tert-Butoxycarbonyl) amino)-1-methylcyclohexyl methanesulfonate